C(#N)CCOP(OCC(CCCCCCCCCCCCCCCCC(=O)[O-])CCCCCCCCCCCCCCCC(=O)[O-])N(C(C)C)C(C)C 3-(((2-cyanoethoxy)(diisopropylamino)phosphino)oxy)propane-1,2-diyldipalmitate